4-bromo-5-fluoro-2-(2-(3-(prop-1-en-2-yl)cyclohexylidene)hydrazino)benzoic acid BrC1=CC(=C(C(=O)O)C=C1F)NN=C1CC(CCC1)C(=C)C